2-chloro-3-(naphthalen-2-yl)quinoxaline (Z)-Dimethyl-bicyclo[6.1.0]non-4-ene-9,9-dicarboxylate COC(=O)C1(C2CC\C=C/CCC12)C(=O)OC.ClC1=NC2=CC=CC=C2N=C1C1=CC2=CC=CC=C2C=C1